ClC1=NC(=C2N=CN(C2=N1)C(C)C1=CC(=CC=C1)Cl)NC 2-chloro-9-(1-(3-chlorophenyl)ethyl)-N-methyl-9H-purin-6-amine